5-(2-methoxy-N-methyl-acetamido)-1-(pyrrolidine-1-carbonyl)-3,4-dihydroisoquinoline-2(1H)-carboxylic acid tert-butyl ester C(C)(C)(C)OC(=O)N1C(C2=CC=CC(=C2CC1)N(C(COC)=O)C)C(=O)N1CCCC1